FC(C(=O)O)(F)F.N1=CN=CC(=C1)N1C[C@H](CCC1)N (3S)-1-(pyrimidin-5-yl)piperidin-3-amine trifluoroacetate